(2S)-1,4-dioxane-2-Methanol O1[C@H](COCC1)CO